N-(2'-chloro-3'-(5-((3,3-difluoropiperidin-1-yl)methyl)picolinamido)-2-methyl-[1,1'-biphenyl]-3-yl)-5-(dimethoxymethyl)picolinamide ClC1=C(C=CC=C1NC(C1=NC=C(C=C1)CN1CC(CCC1)(F)F)=O)C1=C(C(=CC=C1)NC(C1=NC=C(C=C1)C(OC)OC)=O)C